COC1=NC=C(C2=CC=CC=C12)CC(C)O 1-(1-methoxyisoquinolin-4-yl)propan-2-ol